(2-((3-(1H-indol-3-yl)-1-((2-(3-(4-methoxybenzyl)guanidino)ethyl)amino)-1-oxopropan-2-yl)carbamoyl)-4-bromophenyl)-2-naphthamide N1C=C(C2=CC=CC=C12)CC(C(=O)NCCNC(=N)NCC1=CC=C(C=C1)OC)NC(=O)C1=C(C=CC(=C1)Br)C1=C(C=CC2=CC=CC=C12)C(=O)N